COCOC1=C(C=CC(=C1)C(F)(F)F)C1=CC2=C(N=N1)N(N=N2)[C@H]2CN(CCC2)C (R)-6-(2-(methoxymethoxy)-4-(trifluoromethyl)phenyl)-3-(1-methylpiperidin-3-yl)-3H-[1,2,3]triazolo[4,5-c]pyridazine